Cl.FC1([C@@H]2[C@H](N[C@H](C1)CC2)C(=O)N[C@@H](C[C@H]2C(NCC2)=O)\C=C(\S(=O)(=O)C)/F)F (1S,3S,4S)-5,5-difluoro-N-((S,E)-4-fluoro-4-(methylsulfonyl)-1-((S)-2-oxopyrrolidin-3-yl)but-3-en-2-yl)-2-azabicyclo[2.2.2]octane-3-carboxamide hydrochloride